[Au]Cl.N1C=[NH+]C=C1 imidazolium gold(I) chloride